FC=1C=C(NC2=NC=C(C(=N2)N[C@H](CO)C2=CC=CC=C2)C=2OC(=NN2)C)C=CC1S(=O)(=O)C (2S)-2-[[2-(3-fluoro-4-methylsulfonyl-anilino)-5-(5-methyl-1,3,4-oxadiazol-2-yl)pyrimidin-4-yl]amino]-2-phenyl-ethanol